CN1N=CC2=[N+](C=CC=C21)[O-] 1-methyl-1H-pyrazolo[4,3-b]Pyridine 4-oxide